tert-butyl N-[5-[2-[tert-butyl (dimethyl) silyl] oxyethyl]-2-pyridinyl]-carbamate [Si](C)(C)(C(C)(C)C)OCCC=1C=CC(=NC1)NC(OC(C)(C)C)=O